2-(2-((2-((4-(4-(dimethylamino)piperidin-1-yl)-3-methoxyphenyl)amino)-5-methylthieno[2,3-d]pyrimidin-4-yl)amino)pyridin-4-yl)propan-2-ol CN(C1CCN(CC1)C1=C(C=C(C=C1)NC=1N=C(C2=C(N1)SC=C2C)NC2=NC=CC(=C2)C(C)(C)O)OC)C